C(C)(C)(C)OC(=O)N1[C@@H](CCCC1)CONC(=O)[C@H]1N2C(N([C@H](CC1)C2)OS(=O)(=O)O)=O.C(CCC)[N+](CCCC)(CCCC)CCCC tetrabutylammonium tert-butyl-(2S)-2-{[({[(2S,5R)-7-oxo-6-(sulfooxy)-1,6-diaza-bicyclo[3.2.1]oct-2-yl]carbonyl}amino)oxy]methyl}piperidine-1-carboxylate